CC(C(C)(O)C1=C(C=C(C=C1)OC1=CC=C(C=C1)Cl)C(F)(F)F)N1N=CN=C1 methyl-2-[4-(4-chlorophenoxy)-2-(trifluoromethyl)phenyl]-1-(1H-1,2,4-triazol-1-yl)propan-2-ol